FC([C@@H]1[C@](CN(CC1)CC)(C)CO)F ((3S,4S)-4-(difluoromethyl)-1-ethyl-3-methylpiperidin-3-yl)methanol